C(C)(C)(C)OC(=O)N1C(CC(C1)O[Si](C1=CC=CC=C1)(C1=CC=CC=C1)C(C)(C)C)CN (aminomethyl)-4-((tert-butyldiphenylsilyl)oxy)pyrrolidine-1-carboxylic acid tert-butyl ester